CC1CC=C(NC1)C1=CC=C2CNC(C2=C1)=O 6-(5-Methyl-1,4,5,6-tetrahydropyridin-2-yl)isoindolin-1-one